Ethyl 2-(6-cyano-2-hydroxynaphthalen-1-yl)-3,6-dihydroxybenzoate C(#N)C=1C=C2C=CC(=C(C2=CC1)C1=C(C(=O)OCC)C(=CC=C1O)O)O